(S)-(3-(1-amino-1,3-dihydrospiro[indene-2,4'-piperidine]-1'-yl)-6-(3-(4-methylpiperazin-1-yl)prop-1-yn-1-yl)pyrazin-2-yl)methanol N[C@@H]1C2=CC=CC=C2CC12CCN(CC2)C=2C(=NC(=CN2)C#CCN2CCN(CC2)C)CO